1-[3-[4-[(1S)-1,2-dihydroxyethyl]-1-[4-(pentafluoro-lambda6-sulfanyl)phenyl]pyrazolo[3,4-b]pyridin-3-yl]azetidin-1-yl]-2-fluoro-prop-2-en-1-one O[C@H](CO)C1=C2C(=NC=C1)N(N=C2C2CN(C2)C(C(=C)F)=O)C2=CC=C(C=C2)S(F)(F)(F)(F)F